CN(CCC(C(C)C)N1CC2(C1)CN(CC2)C=2N=CN=NC2OC2=C(C(=O)N(C(C)C)CC)C=C(C=C2)F)C (-)-2-((5-(2-(1-(Dimethylamino)-4-methylpent-3-yl)-2,6-diazaspiro[3.4]oct-6-yl)-1,2,4-triazin-6-yl)oxy)-N-ethyl-5-fluoro-N-isopropylbenzamide